NC=1C2=C(N=CN1)N(C=C2C=2C(=C(C=CC2)NS(=O)(=O)C2=CC(=C(C=C2)Cl)Cl)F)C N-[3-(4-amino-7-methyl-7H-pyrrolo[2,3-d]pyrimidin-5-yl)-2-fluoro-phenyl]-3,4-dichloro-benzenesulfonamide